ClCC(=O)C1=C(C=CC(=C1)F)F 2-chloro-(2',5'-difluorophenyl)ethanone